1-((5-(1,1-difluoropropyl)-1,3,4-oxadiazol-2-yl)methyl)-6-(4-methoxypyrrolo[2,1-f][1,2,4]triazin-5-yl)-2-methyl-1H-imidazo[4,5-b]pyridin FC(CC)(F)C1=NN=C(O1)CN1C(=NC2=NC=C(C=C21)C=2C=CN1N=CN=C(C12)OC)C